NC1CCC(CC1)CNC1=C(C=C(C=C1)N(C)C)C N1-(((1r,4r)-4-aminocyclohexyl)methyl)-N4,N4,2-trimethylbenzene-1,4-diamine